Tert-butyl-(5EZ)-5-(((4-fluorophenyl)amino)(methylthio)methylene)-4,6-dioxo-2-[6-(trifluoromethyl)pyridin-3-yl]-tetrahydropyridazine C(C)(C)(C)N1N(CC(C(C1=O)=C(SC)NC1=CC=C(C=C1)F)=O)C=1C=NC(=CC1)C(F)(F)F